S1(NCCCCC1)(=O)=O thiazepane 1,1-dioxide